CN(C1=CC=2OC(C(=CC2S1)C(=O)O)=O)CC1=NC=CC=C1 2-(Methyl-pyridin-2-ylmethyl-amino)-5-oxo-5H-thieno[3,2-b]pyran-6-carboxylic acid